N1=CC=C2C=CC3=CC=CC4=CC=C1C2=C34.[B] boron azapyrene